[C@H]12CN(C[C@H](CC1)N2)C2=NC(=NC1=C(C(=CC=C21)C2=CC(=CC1=CC=CC=C21)O)F)OC[C@H]2N(CCC2)C 4-(4-((1R,5S)-3,8-diazabicyclo[3.2.1]octan-3-yl)-8-fluoro-2-(((S)-1-methylpyrrolidin-2-yl)methoxy)quinazolin-7-yl)naphthalen-2-ol